Pyrimidin-4-yl 4-methylbenzenesulfonate CC1=CC=C(C=C1)S(=O)(=O)OC1=NC=NC=C1